BrC1=CC=2N(N=C1)C=C(C2)C(=O)OC methyl 3-bromopyrrolo[1,2-b]pyridazine-6-carboxylate